FC1=C(OC(=O)C2=CC=C3C=CC(=NC3=C2)CP(O)(O)=O)C(=C(C(=C1F)F)F)F ((7-((perfluorophenoxy)carbonyl)quinolin-2-yl)methyl)phosphonic acid